N1C(CCC1)B(O)O 2-pyrrolidineboronic acid